OC1(CCCC1)C1C(CCCC1)=O 2-(1-hydroxycyclopentyl)-cyclohexanone